4-methyl-4-(4-vinylbenzyl)-morpholin-4-ium bisulfate S([O-])(O)(=O)=O.C[N+]1(CCOCC1)CC1=CC=C(C=C1)C=C